FC12CC(C1)(C2)C(=O)N2CCC(CC2)C(C)N2C(=C(C1=CC=CC=C21)C(=O)NCC=2C(NC(=CC2SC)C)=O)C 1-(1-(1-(3-fluorobicyclo[1.1.1]pentane-1-carbonyl)piperidin-4-yl)ethyl)-2-methyl-N-((6-methyl-4-(methylthio)-2-oxo-1,2-dihydropyridin-3-yl)methyl)-1H-indole-3-carboxamide